(2R)-2-(6-{5-chloro-2-[(oxan-4-yl)amino]pyrimidin-4-yl}-1-oxo-2,3-dihydro-1H-isoindol-2-yl)-N-[(1S)-1-[6-(4-methyl-1,4-diazepan-1-yl)pyridin-2-yl]ethyl]propanamide ClC=1C(=NC(=NC1)NC1CCOCC1)C1=CC=C2CN(C(C2=C1)=O)[C@@H](C(=O)N[C@@H](C)C1=NC(=CC=C1)N1CCN(CCC1)C)C